5-(1,1-difluoroethyl)-2-iodo-3-methylphenol FC(C)(F)C=1C=C(C(=C(C1)O)I)C